deoxy-5'-guanylic acid [C@@H]1(C[C@H](O)[C@@H](COP(=O)(O)O)O1)N1C=NC=2C(=O)NC(N)=NC12